6-methoxy-9H-purine-2-amine COC1=C2N=CNC2=NC(=N1)N